(1-(4-chloro-3-fluorophenyl)-3,3-dimethyl-2,3-dihydro-1H-pyrrolo[3,2-b]pyridin-5-yl)(4-(4-(4-hydroxypiperidine-1-carbonyl)thiazol-2-yl)-2,2-dimethylpiperazin-1-yl)methanone ClC1=C(C=C(C=C1)N1CC(C2=NC(=CC=C21)C(=O)N2C(CN(CC2)C=2SC=C(N2)C(=O)N2CCC(CC2)O)(C)C)(C)C)F